(tert-butylmethyl)hexacarbonyl-cobalt C(C)(C)(C)C[Co](=C=O)(=C=O)(=C=O)(=C=O)(=C=O)=C=O